ClC=1C(=C(C=CC1)NC1=C(NC2=C1C(NCC2)=O)C2=C(C=NC=C2)C#CC(C)(C)N(C(C=C)=O)C)OC N-[4-(4-{3-[(3-chloro-2-methoxyphenyl)amino]-4-oxo-1H,5H,6H,7H-pyrrolo[3,2-c]pyridin-2-yl}pyridin-3-yl)-2-methylbut-3-yn-2-yl]-N-methylprop-2-enamide